OC1=C(C=NC=C1C1=CC=C(C=C1)F)C(=O)NC1=CC(=C(C=C1)OC1=CC=NC2=CC(=C(N=C12)OC)OC)F 4-hydroxy-N-[4-[(6,7-dimethoxy-1,5-naphthyridin-4-yl)oxy]-3-fluorophenyl]-5-(4-fluorophenyl)-pyridine-3-carboxamide